C(C)(C)=C1CC[C@@H](C=2CC[C@@H](C2C1)C)C (1S-cis)-1,2,3,4,5,6,7,8-Octahydro-7-isopropyliden-1,4-dimethylazulen